C(C)[N+](=CC)[O-] N-ethyl-α-methyl-nitrone